C(C)C1=C(C=C(C=C1)C(C(=O)O)(C)C)I 2-(4-ethyl-3-iodophenyl)-2-methylpropionic acid